(R)-3-mercapto-2-(2-methoxyethoxy)propan-1-ol SC[C@@H](CO)OCCOC